4-(3-(4-((1R,4R)-4-(4-(((R)-1-(3-amino-5-(trifluoromethyl)phenyl)ethyl)amino)-7-Methoxy-2-methylquinazolin-6-yl)cyclohexane-1-carbonyl)piperazin-1-yl)prop-1-yn-1-yl)piperidine NC=1C=C(C=C(C1)C(F)(F)F)[C@@H](C)NC1=NC(=NC2=CC(=C(C=C12)C1CCC(CC1)C(=O)N1CCN(CC1)CC#CC1CCNCC1)OC)C